CNC1=C(C=C(C=C1)C)C N-Methyl-2,4-Dimethylanilin